O(C1=CC=CC=C1)C1=C(C=C(C(=O)NCC(=O)N2C(CCC2)C(=O)N)C=C1)CCC 1-(2-(4-phenoxy-3-propylbenzoylamino)acetyl)pyrrolidine-2-carboxamide